CC=1C=CC(=C(C1)B(O)O)CN1CCCC1 (5-methyl-2-(pyrrolidin-1-ylmethyl)phenyl)boronic acid